(5-(9-borabicyclo[3.3.1]non-9-yl)pentyl)bis(adamantan-1-yl)phosphonium bromide [Br-].C12CCCC(CCC1)B2CCCCC[PH+](C21CC3CC(CC(C2)C3)C1)C13CC2CC(CC(C1)C2)C3